BrC1=C(C=CC=2OCCOC21)CO (5-Bromo-2,3-dihydro-1,4-benzodioxin-6-yl)methanol